C(=O)(OC(C)(C)C)NCCCCCCO 6-(BOC-amino)-1-hexanol